N-hydroxybenzo[d]thiazole-6-carboxamide ONC(=O)C1=CC2=C(N=CS2)C=C1